NCCC1CCN(CC1)CC1=CC=C(CN2C3=NC(=NC(=C3NC2=O)NC(C=COCCOCCOC)=O)OCCCC)C=C1 N-(9-(4-((4-(2-aminoethyl)piperidin-1-yl)methyl)benzyl)-2-butoxy-8-oxo-8,9-dihydro-7H-purin-6-yl)-3-(2-(2-methoxyethoxy)ethoxy)propenamide